NC1=NC=CC=C1C1=NC=2C(=NC(=CC2)C=2C=NC(=CC2)OC2CC2)N1C1=CC=C(C=C1)CO (4-(2-(2-Aminopyridin-3-yl)-5-(6-cyclopropoxypyridin-3-yl)-3H-imidazo[4,5-b]pyridin-3-yl)phenyl)methanol